NC=1C(=NC(=C(N1)C1=CC=C(C=C1)F)Cl)CNC(=O)C1=NC=CC=C1OC(F)F N-[[3-amino-6-chloro-5-(4-fluorophenyl)pyrazin-2-yl]methyl]-3-(difluoromethoxy)pyridine-2-carboxamide